CC(C)(C)C1=CC=C(C=C1)O 4-(1,1-dimethyl-ethyl)phenol